ClC1=CC=C(C=C1)NC(C1=CC=CC=C1)=O N-(4-chloro-phenyl)-benzamide